2-[methyl-({6-[2-(4-methylphenyl)ethyl]-4-phenylquinolin-2-yl})amino]acetic acid CN(CC(=O)O)C1=NC2=CC=C(C=C2C(=C1)C1=CC=CC=C1)CCC1=CC=C(C=C1)C